FC(C(ON1CCC1)(C)C)(F)F 2,2,2-trifluoro-1,1-dimethyl-ethoxylazetidine